2-[4-(1-hydroxy-2-methylpropyl)phenyl]propionic acid OC(C(C)C)C1=CC=C(C=C1)C(C(=O)O)C